(((R)-3-hydroxypyrrolidin-1-yl)methyl)-4H-pyrido[1,2-a]pyrimidin-4-one O[C@H]1CN(CC1)CC=1N=C2N(C(C1)=O)C=CC=C2